tert-butyl 4-(3,5-dimethylpyridin-2-yl)-2-methylpiperazine-1-carboxylate CC=1C(=NC=C(C1)C)N1CC(N(CC1)C(=O)OC(C)(C)C)C